(2R,6R)-2-(2-chlorophenyl)-6-hydroxy-6-methyl-2-methylaminocyclohexan-1-one hydrochloride Cl.ClC1=C(C=CC=C1)[C@]1(C([C@](CCC1)(C)O)=O)NC